S(=O)(=O)(O)CCC[N+](C)(C)CCOC(C(=C)C)=O 3-sulfopropylmethacryloxyethyl-dimethyl-ammonium